N-(tert-butyl)-3-((2-((4-(4-((4-((2,6-dioxopiperidin-3-yl)amino)benzyl)(methyl)amino)piperidin-1-yl)phenyl)amino)-5-methylpyrimidin-4-yl)amino)benzenesulfonamide C(C)(C)(C)NS(=O)(=O)C1=CC(=CC=C1)NC1=NC(=NC=C1C)NC1=CC=C(C=C1)N1CCC(CC1)N(C)CC1=CC=C(C=C1)NC1C(NC(CC1)=O)=O